N-([1,2,4]triazolo[4,3-b]pyridazin-6-yl)-2-(2-cyclopropyl-7-isopropyl-4-oxopyrazolo[1,5-d][1,2,4]triazin-5(4H)-yl)acetamide N=1N=CN2N=C(C=CC21)NC(CN2N=C(N1C(C2=O)=CC(=N1)C1CC1)C(C)C)=O